7-propyl-5,6,7,8-tetrahydro-1,6-naphthyridine-2-sulfonic acid C(CC)C1NCC=2C=CC(=NC2C1)S(=O)(=O)O